6-(5-iodo-2-{1-[6-methyl-2-(methylmercapto)pyrimidin-4-yl]-1H-imidazol-4-yl}phenyl)-6-azaspiro[2.5]octane IC=1C=CC(=C(C1)N1CCC2(CC2)CC1)C=1N=CN(C1)C1=NC(=NC(=C1)C)SC